ClC=1C=C(C=C(C1OCC(CCl)O)Cl)S(=O)(=O)C1=CC=C(OCC(CNS(=O)(=O)C)O)C=C1 N-(3-(4-((3,5-dichloro-4-(3-chloro-2-hydroxypropoxy)phenyl)sulfonyl)phenoxy)-2-hydroxypropyl)methanesulfonamide